3-hexyl-2,2-dimethylcyclopropanecarboxylic acid sodium salt [Na+].C(CCCCC)C1C(C1C(=O)[O-])(C)C